tert-Butyl 4-((2-(2-aminophenyl)benzofuran-6-yl)methyl)piperazine-1-carboxylate NC1=C(C=CC=C1)C=1OC2=C(C1)C=CC(=C2)CN2CCN(CC2)C(=O)OC(C)(C)C